NC1=NC=C(C=C1CN1CCOC=2C=3C1=NC=NC3C=C(C2Cl)C2=C(C(=CC(=N2)N(CC2=CC=C(C=C2)OC)CC2=CC=C(C=C2)OC)C)C(F)(F)F)F 6-(4-((2-amino-5-fluoropyridin-3-yl)methyl)-8-chloro-5,6-dihydro-4H-[1,4]oxazepino[5,6,7-de]quinazolin-9-yl)-N,N-bis(4-methoxybenzyl)-4-methyl-5-(trifluoromethyl)pyridin-2-amine